COC1=CC=CC=2C=3N(C(=NC12)N)N=C(N3)C3C(C3)C=3C=NC(=NC3)C 7-methoxy-2-[2-(2-methylpyrimidin-5-yl)cyclopropyl][1,2,4]triazolo[1,5-c]quinazolin-5-amine